N1CC(CC1)C1=CC=2C(=NC=CN2)N(C1=O)CC1=NC=CN=C1C(F)(F)F 7-(pyrrolidin-3-yl)-5-((3-(trifluoromethyl)pyrazin-2-yl)methyl)pyrido[2,3-b]pyrazin-6(5H)-one